FC(C1=NN=C(O1)C1=CC(=C(CN2C(C3=CC=CC=C3C2=O)=O)C=C1)F)F 2-(4-(5-(difluoromethyl)-1,3,4-oxadiazole-2-yl)-2-fluorobenzyl)isoindoline-1,3-dione